ClC=1C=C(C=C2C=CN(C12)C1CC(C1)C(=O)O)OCC1=CC(=C(C=C1)C1CCCC1)C(F)(F)F 3-(7-chloro-5-((4-cyclopentyl-3-(trifluoromethyl)benzyl)oxy)-1H-indol-1-yl)cyclobutane-1-carboxylic acid